OCCN(CCON(C(=O)C1=CC=C(C=C1)N\C(=C\1/C(NC2=CC(=C(C=C12)C)C(=O)OC)=O)\C1=CC=CC=C1)C)C (Z)-Methyl 3-(((4-((2-((2-hydroxyethyl)(methyl)amino)ethoxy)(methyl)carbamoyl)phenyl)amino)(phenyl)methylene)-5-methyl-2-oxoindoline-6-carboxylate